CS(=O)(=O)N[C@@H]1[C@@H](N(CCC1)C(=O)OC)CC1=CC(=CC=C1)C1=CC=NC=C1 methyl cis-3-((methylsulfonyl)amino)-2-(3-(pyridin-4-yl)benzyl)piperidine-1-carboxylate